C1(CC1)C=1C=2N(C=C(C1)C(=O)N1[C@@H](C3=CC=CC=C3CC1)C)C=C(N2)C=2C(=C1C=C(COC1=CC2)C(=O)OC)F Methyl (R)-6-(8-cyclopropyl-6-(1-methyl-1,2,3,4-tetrahydroisoquinoline-2-carbonyl)imidazo[1,2-a]pyridin-2-yl)-5-fluoro-2H-chromene-3-carboxylate